COC1=NC=C(C=N1)C=1C=C2C(=NC1)NC=C2 5-(2-methoxy-pyrimidin-5-yl)-1H-pyrrolo[2,3-b]pyridine